(rac)-trans-(2-(((tert-butyldimethylsilyl)oxy)methyl)cyclopropyl)methanol niobium [Nb].[Si](C)(C)(C(C)(C)C)OC[C@H]1[C@@H](C1)CO |r|